diisooctyl dodecandioate C(CCCCCCCCCCC(=O)OCCCCCC(C)C)(=O)OCCCCCC(C)C